4-(4-(2-chlorophenyl)piperazin-1-yl)-6-(furan-2-yl)-2-oxo-2H-pyran-3-carbonitrile ClC1=C(C=CC=C1)N1CCN(CC1)C1=C(C(OC(=C1)C=1OC=CC1)=O)C#N